1-(5-bromopyrazolo[1,5-a]pyridin-3-yl)-3-(2,4-dimethoxybenzyl)dihydropyrimidine BrC1=CC=2N(C=C1)N=CC2N2CN(CCC2)CC2=C(C=C(C=C2)OC)OC